1-phosphabicyclo[3.3.3]undecane P12CCCC(CCC1)CCC2